FC=1C(=NC(=C(C1N1CC2=CN=C(C=C2C2(C1=O)CC2)NC2=C(C=C(C=C2)N2CCOCC2)NC(C=C)=O)F)OC)OC N-(2-((2'-(3,5-difluoro-2,6-dimethoxypyridin-4-yl)-3'-oxo-2',3'-dihydro-1'H-spiro[cyclopropane-1,4'-[2,7]naphthyridin]-6'-yl)amino)-5-morpholinylphenyl)acrylamide